C(#N)CN(C(CN1N=CC2=NC=C(C=C21)C2=CC(=C(C=C2)F)C(F)F)=O)C N-(Cyanomethyl)-2-[6-[3-(difluoromethyl)-4-fluoro-phenyl]pyrazolo[4,3-b]pyridin-1-yl]-N-methyl-acetamide